2-((5-fluoro-2-((3-fluoro-4-(4-methylpiperazin-1-yl)phenyl)amino)pyrimidin-4-yl)amino)-N-hydroxybenzamide FC=1C(=NC(=NC1)NC1=CC(=C(C=C1)N1CCN(CC1)C)F)NC1=C(C(=O)NO)C=CC=C1